(S)-4-(((R)-2-methoxypropyl)(4-(5,6,7,8-tetrahydro-1,8-naphthyridin-2-yl)butyl)amino)-2-((4-phenylpyridin-2-yl)amino)butanoic acid CO[C@@H](CN(CC[C@@H](C(=O)O)NC1=NC=CC(=C1)C1=CC=CC=C1)CCCCC1=NC=2NCCCC2C=C1)C